N1C=CC=2C1=NC=CC2C=2CCN(CC2)C(=O)OC(C)(C)C tert-butyl 4-(1H-pyrrolo[2,3-b]pyridin-4-yl)-3,6-dihydropyridine-1(2H)-carboxylate